1-(2-(4-((1-(3-(2,6-dioxopiperidin-3-yl)-1-methyl-4-oxo-3,4-dihydrophthalazin-6-yl)piperidin-4-yl)methyl)piperazin-1-yl)-2-oxoethyl)piperidin O=C1NC(CCC1N1N=C(C2=CC=C(C=C2C1=O)N1CCC(CC1)CN1CCN(CC1)C(CN1CCCCC1)=O)C)=O